C1C2N(CCN1C1=C3C=CC=NC3=C(C=C1)C#N)CCNC2 5-(1,3,4,6,7,8,9,9a-octahydropyrazino[1,2-a]pyrazin-2-yl)quinoline-8-carbonitrile